[Si](C1=CC=CC=C1)(C1=CC=CC=C1)(C(C)(C)C)OCC1=NN(C(N1CC)=O)N1C(C2=CC=CC=C2C(=C1)I)=O (3-(((tert-butyldiphenylsilyl)oxy)methyl)-4-ethyl-5-oxo-4,5-dihydro-1H-1,2,4-triazol-1-yl)-4-iodoisoquinolin-1(2H)-one